heptyl 2,5-dioxopyrroline-1-carboxylate O=C1N(C(CC1)=O)C(=O)OCCCCCCC